CC(C(C(F)(F)F)(F)F)OC(C(C(F)(F)F)(F)F)C methyl-2,2,3,3,3-pentafluoropropyl ether